N-[3-[2-(difluoromethoxy)-5-[4-[[rac-(2R)-2-(hydroxymethyl)-1-piperidyl]methyl]phenoxy]phenyl]-1-methyl-pyrazol-4-yl]pyrazolo[1,5-a]pyrimidine-3-carboxamide FC(OC1=C(C=C(C=C1)OC1=CC=C(C=C1)CN1[C@H](CCCC1)CO)C1=NN(C=C1NC(=O)C=1C=NN2C1N=CC=C2)C)F |r|